OC1=CC=C(C=C1)C1=CN=CO1 5-(4-hydroxyphenyl)oxazole